N-(4-ethyl-3-nitrophenyl)-4-(trifluoromethyl)picolinamide C(C)C1=C(C=C(C=C1)NC(C1=NC=CC(=C1)C(F)(F)F)=O)[N+](=O)[O-]